6-(2-fluoro-6-methoxyphenyl)-5-methylpyridin-2-amine FC1=C(C(=CC=C1)OC)C1=C(C=CC(=N1)N)C